2-(2-isopropyl-6-(6-(2-(3-sulfamoyl-1H-pyrazol-1-yl)ethoxy)-pyridazin-4-yl)phenyl)acetic acid C(C)(C)C1=C(C(=CC=C1)C1=CN=NC(=C1)OCCN1N=C(C=C1)S(N)(=O)=O)CC(=O)O